(1R,3S,4R)-2-((S)-2-(3-chlorophenyl)-2-hydroxyacetyl)-N-((S)-1-cyano-2-((R)-2-oxopyrrolidin-3-yl)ethyl)-5,5-difluoro-2-azabicyclo[2.2.2]octane-3-carboxamide ClC=1C=C(C=CC1)[C@@H](C(=O)N1[C@H]2CC([C@@H]([C@H]1C(=O)N[C@@H](C[C@@H]1C(NCC1)=O)C#N)CC2)(F)F)O